(Z)-methyl 3-(2-cyano-3-(3-(isopropylamino)-2,2-dimethyl-3-oxopropoxy)phenylamino)but-2-enoate C(#N)C1=C(C=CC=C1OCC(C(=O)NC(C)C)(C)C)N\C(=C/C(=O)OC)\C